FC1=C(C=C(C=C1)C1=NC=CC=C1C=1C=CC=2N(C1)C(=NC2)C2=CC(=CC=C2)OC)C 6-(2-(4-Fluoro-3-methylphenyl)pyridin-3-yl)-3-(3-methoxyphenyl)imidazo[1,5-a]pyridine